Palmitoyl-sphingosine C(CCCCCCCCCCCCCCC)(=O)C(O)[C@H](N)[C@H](O)\C=C\CCCCCCCCCCCCC